ON=C(C(=O)[O-])C(C)=O hydroxyimino-3-oxobutanoate